2-(4-{4-[(5-Chloro-4-pyrazolo[1,5-a]pyridin-3-ylpyrimidin-2-yl)amino]-5-methoxy-2-nitrophenyl}piperazin-1-yl)-N,N-dimethylacetamide ClC=1C(=NC(=NC1)NC1=CC(=C(C=C1OC)N1CCN(CC1)CC(=O)N(C)C)[N+](=O)[O-])C=1C=NN2C1C=CC=C2